FC(F)(F)C=1SC=CC1 (trifluoromethyl)thiophen